Diethyl (1RS,3aRS,6aRS)-1,5-dimethyl-4,6-dioxo-1,3a,4,5,6,6a-hexahydropyrrolo[3,4-c]pyrrole-1-phosphonate C[C@@]1(N=C[C@H]2[C@@H]1C(N(C2=O)C)=O)P(OCC)(=O)OCC |r|